CC1=NOC(=C1)CNC=1C2=C(N=CN1)N=CC(=C2)C=2SC(=CN2)C N-[(3-methylisoxazol-5-yl)methyl]-6-(5-methylthiazol-2-yl)pyrido[2,3-d]pyrimidin-4-amine